N-cyclopropyl-2-oxazol-2-ylsulfanylacetamide C1(CC1)NC(CSC=1OC=CN1)=O